NCC1=CC=C(C(=O)NN(C(=O)OC(C)(C)C)CCC)C=C1 tert-butyl 2-(4-(aminomethyl)benzoyl)-1-propylhydrazin-1-carboxylate